N(=NC(C(=O)OCCCCCCCC)(C)C)C(C(=O)OCCCCCCCC)(C)C dioctyl azobisisobutyrate